1-(4-chlorobenzyl)-3-(2-((2-chlorophenyl)sulfonyl)-2-azaspiro[3.3]heptan-6-yl)urea ClC1=CC=C(CNC(=O)NC2CC3(CN(C3)S(=O)(=O)C3=C(C=CC=C3)Cl)C2)C=C1